CC12CCCC(CC1)(C2)C 1,5-dimethyl-bicyclo[3.2.1]octan